FC=1C(=CC=C2C(=NN(C12)C)C1C(NC(CC1)=O)=O)C1CCNCC1 3-[7-Fluoro-1-methyl-6-(4-piperidyl)indazol-3-yl]piperidine-2,6-dione